OC=1C(=CC2=C(N=CC3N(C2=O)CC(C3)=C)C1)OC 8-hydroxy-7-methoxy-2-methylene-1,2,3,11a-tetrahydro-5H-benzo[e]pyrrolo[1,2-a][1,4]diazepin-5-one